2,6-di-tert-butyl-4-bromophenyl ether C(C)(C)(C)C1=C(C(=CC(=C1)Br)C(C)(C)C)OC1=C(C=C(C=C1C(C)(C)C)Br)C(C)(C)C